4-bromo-5-chloro-1,6-dimethyl-1H-indazole BrC1=C2C=NN(C2=CC(=C1Cl)C)C